3-[5-(3,5-Difluorophenoxy)pyrazin-2-yl]-1-isopropyl-1-methyl-urea FC=1C=C(OC=2N=CC(=NC2)NC(N(C)C(C)C)=O)C=C(C1)F